2-methylbutyl α-pivaloyloxyisobutyrate C(C(C)(C)C)(=O)OC(C(=O)OCC(CC)C)(C)C